FC=1N=CN(C1)C1=C(C=C(N)C=C1)OC 4-(4-fluoroimidazol-1-yl)-3-methoxy-aniline